4-methyl-N-((S)-1-(((S)-4-methyl-1-((R)-2-methyloxiran-2-yl)-1-oxopent-2-yl)amino)-1-oxo-3-phenylpropan-2-yl)-2-((S)-2-(2-(N-morpholinyl)acetamido)-4-phenylbutanamido)pentanamide CC(CC(C(=O)N[C@H](C(=O)N[C@H](C(=O)[C@@]1(OC1)C)CC(C)C)CC1=CC=CC=C1)NC([C@H](CCC1=CC=CC=C1)NC(CN1CCOCC1)=O)=O)C